2-(phenylselanyl)cyclohexyl 3-phenylpropiolate C1(=CC=CC=C1)C#CC(=O)OC1C(CCCC1)[Se]C1=CC=CC=C1